ClC=1C=CN2C(=NN=C(C21)C2=C(C=C(C=C2)C(F)(F)F)O)N[C@H]2CN(CCC2)C 2-[8-chloro-4-[[(3R)-1-methyl-3-piperidinyl]amino]pyrrolo[1,2-d][1,2,4]triazin-1-yl]-5-(trifluoromethyl)phenol